F[C@H]1CN(CC[C@H]1NC1=CC=CC=2C(=C(SC21)C#CCNC2=CC=C(C=C2)C(NC)=O)SC(F)(F)F)C(=O)OC(C)(C)C tert-butyl (3S,4R)-3-fluoro-4-{[2-(3-{[4-(methylcarbamoyl)phenyl]amino}prop-1-yn-1-yl)-3-[(trifluoromethyl)sulfanyl]-1-benzothiophen-7-yl]amino}piperidine-1-carboxylate